Methyl 2-(4-(bromomethyl) phenyl)-2-methylpropionate BrCC1=CC=C(C=C1)C(C(=O)OC)(C)C